C(C1=CC=CC=C1)NC=1C=C(C2=C(NC(N2C)=O)C1)OCCC[C@H]1CN(C[C@H](C1(F)F)C)C(=O)OC(C)(C)C tert-butyl (3S,5R)-3-(3-((6-(benzylamino)-3-methyl-2-oxo-2,3-dihydro-1H-benzo[d]imidazol-4-yl)oxy)propyl)-4,4-difluoro-5-methylpiperidine-1-carboxylate